C(C)[C@@]1(C(N(C(N1)=O)C=1C=NC(=CC1)OC=1C=C2C(OCC2=CC1)C(F)(F)F)=O)C (5R)-5-ethyl-5-methyl-3-[6-[[3-(trifluoromethyl)-1,3-dihydroisobenzofuran-5-yl]oxy]-3-pyridinyl]imidazolidine-2,4-dione